N-[(2,6-dimethyl-3-piperidinyl)methyl]Methanesulfonamide CC1NC(CCC1CNS(=O)(=O)C)C